CN1N=C(C=C1)C(=O)NN 1-methyl-1H-pyrazole-3-carbohydrazide